15-((2-(4,4-difluoropiperidin-1-yl)ethyl)sulfonamido)pentadecanoic acid FC1(CCN(CC1)CCS(=O)(=O)NCCCCCCCCCCCCCCC(=O)O)F